8-(8-azabicyclo[3.2.1]octan-8-yl)-6-chloroimidazo[1,2-b]pyridazine C12CCCC(CC1)N2C=2C=1N(N=C(C2)Cl)C=CN1